C(CCCC)(=O)[O-] valeric acid anion